CN1C(=CC=C1)C=1C=NC=CC1 3-(1-methyl-1H-pyrrole-2-yl)pyridine